tert-Butyl-3-(hydroxymethyl)-3-methylazetidine C(C)(C)(C)N1CC(C1)(C)CO